[F-].C(CCC)[NH+]1CCC(CC1)CCC 1-Butyl-4-propylpiperidinium fluorid